C1(=CC=CC=C1)N(C1=CC=C(C=C1)C1=CC=C(C=C1)C(C(=O)C1=CC=C(C=C1)C1=CC=C(C=C1)N(C1=CC=CC=C1)C1=CC=CC=C1)=O)C1=CC=CC=C1 1,2-bis(4'-(diphenylamino)-[1,1'-biphenyl]-4-yl)ethane-1,2-dione